COCC1=NC(=CC(=N1)C=O)C 2-(METHOXYMETHYL)-6-METHYLPYRIMIDINE-4-CARBALDEHYDE